C(C1=CC=CC=C1)N1CC2N(C(CNC2=O)=O)CC1 8-benzyltetrahydro-2H-pyrazino[1,2-a]pyrazine-1,4(3H,6H)-dione